rel-(2R,3S,5R)-4-[[5-(1,1-difluoroethyl)-3-(3,4-difluoro-2-methoxy-phenyl)-5-methyltetrahydrofuran-2-carbonyl]amino]pyridine-2-carboxamide FC(C)(F)[C@]1(C[C@H]([C@@H](O1)C(=O)NC1=CC(=NC=C1)C(=O)N)C1=C(C(=C(C=C1)F)F)OC)C |o1:4,6,7|